C1=CC=CC=2C3=CC=CC=C3C(C12)COC(=O)N[C@H](CCC(=O)O)CC1=CC=C(C=C1)Cl (R)-4-((((9H-fluoren-9-yl)methoxy)carbonyl)amino)-5-(4-chlorophenyl)pentanoic acid